1-{2-[1-(3,4-dichlorophenyl)-5-methyl-1H-pyrazol-3-yloxy]ethyl}piperazine dihydrochloride Cl.Cl.ClC=1C=C(C=CC1Cl)N1N=C(C=C1C)OCCN1CCNCC1